C[C@@H]1C[C@H](CCC1)C Trans-1,3-dimethylcyclohexane